C1(CCCCC1)SSC1CCCCC1 DICYCLOHEXYL DISULFIDE